C(CCC=CCCC)[C@](N)(C)C(=O)O 2-(4-octenyl)alanine